CNC=1SC=C(N1)C1=CC=C(C=C1)C N-methyl-4-(p-tolyl)thiazol-2-amine